1-(4-(2,4-dioxotetrahydropyrimidin-1(2H)-yl)phenyl)-N-methylpiperidine-4-carboxamide O=C1N(CCC(N1)=O)C1=CC=C(C=C1)N1CCC(CC1)C(=O)NC